3-bromo-4-((2-methyloctahydrocyclopenta[c]pyrrol-5-yl)oxy)aniline BrC=1C=C(N)C=CC1OC1CC2C(CN(C2)C)C1